dimethyl ((5-(3,7-dimethylocta-2,6-dien-1-yl)-4,6-dihydroxy-2-pentyl-1,3-phenylene)bis(methylene))bis(methylcarbamate) CC(=CCC=1C(=C(C(=C(C1O)CN(C(OC)=O)C)CCCCC)CN(C(OC)=O)C)O)CCC=C(C)C